C(#N)C=1C2=C(SC1C1=C(C=NN1C)C1=CC=C3C(N(C(C3=C1)CNC(OC(C)(C)C)=O)CC1=C(C=C(C=C1)OC)OC)=O)C=CC=C2 tert-butyl ((6-(5-(3-cyanobenzo[b]thiophen-2-yl)-1-methyl-1H-pyrazol-4-yl)-2-(2,4-dimethoxybenzyl)-3-oxoisoindolin-1-yl)methyl)carbamate